2-(2-fluoro-4-(2-oxo-2-((5-(pyridin-3-yl)-1,3,4-thiadiazol-2-yl)amino)ethyl)phenoxy)nicotinamide FC1=C(OC2=C(C(=O)N)C=CC=N2)C=CC(=C1)CC(NC=1SC(=NN1)C=1C=NC=CC1)=O